COC(=O)C1CCN(CC1)C1=NC(=CN=C1C=1C=C(C2=C(C=CO2)C1)F)CCCC 1-(6-butyl-3-(7-fluorobenzofuran-5-yl)pyrazin-2-yl)piperidine-4-carboxylic acid methyl ester